C(C)(C)C1=C(N=NC=C1)OCC1CC(C1)C1=CC(=NN1)NC(=O)C1=CC(=NN1C)COC N-(5-((1s,3s)-3-(((4-isopropylpyridazin-3-yl)oxy)methyl)cyclobutyl)-1H-pyrazol-3-yl)-3-(methoxymethyl)-1-methyl-1H-pyrazole-5-carboxamide